C(C)N1CCC(CC1)N1CCN(CC1)C1CCN(CC1)C1=C(C=NC2=CC=C(C=C12)[S@@](=O)C)S(=O)(=O)C1=CC=C(C=C1)OCCCCCCCCCCCCCCCCCCCC (S)-4-(4-(4-(1-ethylpiperidin-4-yl)piperazin-1-yl)piperidin-1-yl)-3-((4-(icosyloxy)phenyl)sulfonyl)-6-(methylsulfinyl)quinoline